4-(2-(4-fluorophenyl)-2H-pyrazolo[4,3-b]pyridin-7-yl)-2-methoxybenzoic acid methyl ester COC(C1=C(C=C(C=C1)C=1C=2C(N=CC1)=CN(N2)C2=CC=C(C=C2)F)OC)=O